tert-butyl (4-(((4-(((3R,4R)-1-(2-cyanoacetyl)-4-methylpiperidin-3-yl)(methyl)amino)-7H-pyrrolo[2,3-d]pyrimidin-7-yl)(phenoxy)phosphoryl)amino)butyl)carbamate C(#N)CC(=O)N1C[C@@H]([C@@H](CC1)C)N(C=1C2=C(N=CN1)N(C=C2)P(=O)(OC2=CC=CC=C2)NCCCCNC(OC(C)(C)C)=O)C